C(C)(C)(C)OC(=O)N(C1=CC(=NC=2N1N=CC2C2CC2)NC[C@@H]2[C@H](CN(CC2)C(=O)OC(C)(C)C)O)CC2=NC=C(C=C2)C2=CC=CC=C2 tert-butyl (3R,4R)-4-(((7-((tert-butoxycarbonyl)((5-phenylpyridin-2-yl)methyl)amino)-3-cyclopropylpyrazolo[1,5-a]pyrimidin-5-yl)amino)methyl)-3-hydroxypiperidine-1-carboxylate